O1C=C(C=C1)C1=CC=CC(=N1)N1N=CC=2C=NC(=CC21)NC(C)=O N-(1-(6-(furan-3-yl)pyridin-2-yl)-1H-pyrazolo[4,3-C]pyridin-6-yl)acetamide